4-Amino-5-(ethylsulfonyl)-2-methoxy-N-((1-morpholinocycloheptyl)methyl)benzamid NC1=CC(=C(C(=O)NCC2(CCCCCC2)N2CCOCC2)C=C1S(=O)(=O)CC)OC